tert-butyl 2-(4-(4-(2,6-dioxopiperidin-3-yl)-2-fluorophenyl)piperidin-1-yl)acetate O=C1NC(CCC1C1=CC(=C(C=C1)C1CCN(CC1)CC(=O)OC(C)(C)C)F)=O